2-(chloromethyl)-4-cyclopentylpyrimidine ClCC1=NC=CC(=N1)C1CCCC1